COC(=O)C1(C(C(SC1NC(C(CC)C1=CC=C(C=C1)C(F)(F)F)=O)(C(=O)OC(C)(C)C)C(C)(C)C)C)C 2-Tert-butyl-4-methyl-5-(2-(4-(trifluoromethyl)phenyl)butyrylamino)-3-methylthiophene-2,4-dicarboxylic acid 2-tert-butyl 4-methyl ester